C1(=CC=CC2=CC=CC=C12)C(=O)N1N=NC2=C1C=CC=C2 1-(1-naphthylcarbonyl)-1H-benzotriazole